(imidazo[2',1':2,3]thiazolo[5,4-d]pyrimidin-7-yl)benzoic acid N1=CN=CC2=C1SC=1N2C=C(N1)C1=C(C(=O)O)C=CC=C1